6-Chloro-1-(2,2-dimethylpropyl)-7-(2-fluorophenyl)-4-((2S)-2-methyl-4-(2-propenoyl)-1-piperazinyl)-1,8-naphthyridin-2(1H)-one ClC=1C=C2C(=CC(N(C2=NC1C1=C(C=CC=C1)F)CC(C)(C)C)=O)N1[C@H](CN(CC1)C(C=C)=O)C